Methyl (Z)-3-(phenylamino)dec-2-enoate C1(=CC=CC=C1)N\C(=C/C(=O)OC)\CCCCCCC